2-(5-fluoro-4-methoxy-2-methyl-phenyl)acetic acid FC=1C(=CC(=C(C1)CC(=O)O)C)OC